FC=1C=C(C=CC1F)[C@H](NC(=O)N1[C@@H](C(NCC1)=O)C)[C@@H]1CC[C@H](CC1)C(F)(F)F (2R)-N-((R)-(3,4-difluorophenyl)(trans-4-(trifluoromethyl)cyclohexyl)methyl)-2-methyl-3-oxopiperazine-1-carboxamide